di-n-undecyl cyclohexane-1,2-dicarboxylate C1(C(CCCC1)C(=O)OCCCCCCCCCCC)C(=O)OCCCCCCCCCCC